tert-butyl N-[(3R)-1-{4-[1-(2,6-dioxopiperidin-3-yl)-3-methyl-2-oxo-1,3-benzodiazol-5-yl] phenyl} pyrrolidin-3-yl]-N-methylcarbamate O=C1NC(CCC1N1C(N(C2=C1C=CC(=C2)C2=CC=C(C=C2)N2C[C@@H](CC2)N(C(OC(C)(C)C)=O)C)C)=O)=O